CS(=O)(=O)NC(C1=CC=C(C=C1)N)=O N-(methylsulfonyl)-4-aminobenzamide